N=1C(N=C2C1C=CC=C2)=O BENZIMIDAZOLE-2-ONE